4-(((4-bromopyridin-2-yl)oxy)methyl)piperidine-1-carboxylic acid tert-butyl ester C(C)(C)(C)OC(=O)N1CCC(CC1)COC1=NC=CC(=C1)Br